1-((2S*,4R*)-4-((3-chloro-4-nitrophenyl)amino)-2-methyl-3,4-dihydroquinolin-1(2H)-yl)propan-1-one ClC=1C=C(C=CC1[N+](=O)[O-])N[C@@H]1C[C@@H](N(C2=CC=CC=C12)C(CC)=O)C |o1:11,13|